NC1=NC=NN2C1=C(C=C2C=2C=CC(=C(C(=O)N[C@@H]1CN(C[C@@H]1F)C(C(C(F)(F)F)C)=O)C2)CF)C(F)(F)F 5-[4-Amino-5-(trifluoromethyl)pyrrolo[2,1-f][1,2,4]triazin-7-yl]-N-[(3R,4S)-4-fluoro-1-(3,3,3-trifluoro-2-methylpropanoyl)pyrrolidin-3-yl]-2-(fluoromethyl)benzamid